Ethyl 6-(6-oxa-3-azabicyclo[3.1.1]heptan-3-yl)quinoline-4-carboxylate C12CN(CC(O1)C2)C=2C=C1C(=CC=NC1=CC2)C(=O)OCC